FC(C1=C(C=CC(=C1)C(F)(F)F)C(C)N1N=CC(=C1)NC(=O)C1=NOC(=C1)C1=NC(=CC=C1)C)(F)F N-(1-(1-(2,4-bis(trifluoromethyl)phenyl)ethyl)-1H-pyrazol-4-yl)-5-(6-methylpyridin-2-yl)isoxazole-3-carboxamide